2-decyltetradecyl 3-((4-((1-methylpiperidin-4-yl)amino)-3-oleamido-4-oxobutyl)thio)propanoate CN1CCC(CC1)NC(C(CCSCCC(=O)OCC(CCCCCCCCCCCC)CCCCCCCCCC)NC(CCCCCCC\C=C/CCCCCCCC)=O)=O